NCC(CCNCCC(C)N)F (4-amino-3-fluorobutyl)(3-aminobutyl)amine